NC1=NC(=CC(=N1)C=1C(=C(C#N)C=CC1)C)C=1N=NN(C1)CC1=CNC2=CC=CC(=C12)Cl 3-(2-amino-6-(1-((4-chloro-1H-indol-3-yl)methyl)-1H-1,2,3-triazol-4-yl)pyrimidin-4-yl)2-methylbenzonitrile